C[C@H]1[C@@H]([C@@](C[C@@H](O1)O[C@@H]2[C@H]([C@@H]([C@H](O[C@H]2OC3=C4C=C5C=C3OC6=C(C=C(C=C6)[C@H]([C@H]7C(=O)N[C@@H](C8=C(C(=CC(=C8)O)O)C9=C(C=CC(=C9)[C@H](C(=O)N7)NC(=O)[C@@H]5NC(=O)[C@@H](NC(=O)[C@@H]([C@@H](C1=CC(=C(O4)C=C1)Cl)O)NC(=O)[C@@H](CC(C)C)NC)CC(=O)N)O)C(=O)O)O[C@H]1C[C@]([C@H]([C@@H](O1)C)O)(C)N)Cl)CO)O)O)(C)N)O The molecule is a complex glycopeptide antibiotic that is isolated from Amycolatopsis orientalis. It has a role as an antimicrobial agent and a bacterial metabolite. It is a glycopeptide and a disaccharide derivative. It derives from a vancomycin aglycone. It is a conjugate base of a chloroeremomycin(2+).